C(C)(C)C1=CC(=C2C=C(C(N(C2=C1)C)=O)C)N1C2=C(N(CC1)C)C=C(N=C2)C=2C=NN(C2)C 7-isopropyl-1,3-dimethyl-5-(1-methyl-7-(1-methyl-1H-pyrazol-4-yl)-2,3-dihydropyrido[3,4-b]pyrazin-4(1H)-yl)quinolin-2(1H)-one